2-{[6-({6,6-difluoro-2-azaspiro[3.3]heptan-2-yl}methyl)imidazo[1,2-a]pyridin-2-yl]methyl}-5-{7-oxa-2-azaspiro[3.5]nonan-2-yl}-1,2-dihydro-2,7-naphthyridin-1-one FC1(CC2(CN(C2)CC=2C=CC=3N(C2)C=C(N3)CN3C(C2=CN=CC(=C2C=C3)N3CC2(C3)CCOCC2)=O)C1)F